2-[4-[6,7-dichloro-3-(1H-pyrazol-4-yl)indol-1-yl]triazol-1-yl]acetamide ClC1=CC=C2C(=CN(C2=C1Cl)C=1N=NN(C1)CC(=O)N)C=1C=NNC1